C(C)(C)(C)[Si](OC[C@H](C)OC=1N(N=CC1B1OC(C(O1)(C)C)(C)C)C)(C)C tert-butyl-dimethyl-[(2S)-2-[2-methyl-4-(4,4,5,5-tetramethyl-1,3,2-dioxaborolan-2-yl)pyrazol-3-yl]oxypropoxy]silane